(3-Acetyl-4-methoxypyrazolo[1,5-a]pyridin-5-yl)carbamic acid tert-butyl ester C(C)(C)(C)OC(NC1=C(C=2N(C=C1)N=CC2C(C)=O)OC)=O